COC1=CC=C2C3=C(N(C2=C1)CCCN1C(C2=CC=CC=C2C1=O)=O)C(=NC=C3)C 2-[3-(7-methoxy-1-methyl-9H-pyrido[3,4-b]indol-9-yl)propyl]-1H-isoindole-1,3(2H)-dione